NC=1C=C(C(=NC1)N1CCC(CC1)(F)F)C(C)O 1-[5-amino-2-(4,4-difluoropiperidin-1-yl)pyridin-3-yl]ethanol